2-(2-hydroxynaphthalen-1-yl)propane-1,3-diol OC1=C(C2=CC=CC=C2C=C1)C(CO)CO